OC=1C=CC=C(C1)CC(=O)O (5-hydroxyphenyl)-acetic acid